C(CCCCCCCCCCCCCCCCCCCCCCCCCCCCC)NC(=O)N n-triacontyl-urea